5-((4-(cyclopentylamino)-5-fluoropyrimidin-2-yl)amino)benzo[c][1,2]oxaborole-1(3H)-ol C1(CCCC1)NC1=NC(=NC=C1F)NC1=CC2=C(B(OC2)O)C=C1